O=C1CC=C(C2=CC=CC=C12)N1C(C=CC1=O)=O N-(4-oxo-1-naphthyl)maleimide